CN1C(=NN=C1)S[C@@H](C)C1=CC(=NC=C1)NC(C1=CC(=CC=C1)S(F)(F)(F)(F)F)=O N-[4-[(1S)-1-[(4-methyl-1,2,4-triazol-3-yl)sulfanyl]ethyl]-2-pyridyl]-3-(pentafluoro-λ6-sulfanyl)benzamide